dimethyl-trans,trans-muconate COC(\C=C\C=C\C(=O)OC)=O